CN=C(N)NCCC[C@@H](C(=O)O)N The molecule is a L-arginine derivative with a N(omega)-methyl substituent. It is a member of guanidines, a non-proteinogenic L-alpha-amino acid and a L-arginine derivative. It is a conjugate acid of a N(omega)-methyl-L-argininate. It is a tautomer of a N(omega)-methyl-L-arginine zwitterion.